((dihydro-2h-pyran-4(3h)-ylidene)methyl)boronic acid pinacol ester O1CCC(CC1)=CB1OC(C)(C)C(C)(C)O1